C[C@]12C[C@@H]([C@H]3[C@H]([C@@H]1C[C@H]([C@@]2(C(=O)CO)O)O)CCC4=CC(=O)C=C[C@]34C)O 11b,16a,17a,21-tetrahydroxypregna-1,4-diene-3,20-dione